(8R,9R,10S)-10-(hydroxymethyl)-N-(4-methoxyphenyl)-9-[4-(2-phenylethynyl)phenyl]-1,6-diazabicyclo[6.2.0]dec-3-ene-6-carboxamide OC[C@@H]1[C@@H]([C@@H]2CN(CC=CCN12)C(=O)NC1=CC=C(C=C1)OC)C1=CC=C(C=C1)C#CC1=CC=CC=C1